alpha-keto-beta-methylvaleric acid O=C(C(=O)O)C(CC)C